CC1=NC2=CC=CC(=C2C=C1)O 2-methyl-5-hydroxyquinoline